BrC1=CC=C(C=C1)NC(=O)N[C@H](C(=O)N[C@H](C(=O)OC(C)(C)C)C1=CC=CC=C1)CC(C)C tert-butyl (2S)-{[(2S)-2-{[(4-bromophenyl)carbamoyl]amino}-4-methylpentanoyl]amino}(phenyl)ethanoate